O=C(CN1N=C(C=C1C(=O)O)C(F)(F)F)N1CCCC1 1-(2-oxo-2-(pyrrolidin-1-yl)ethyl)-3-(trifluoromethyl)-1H-pyrazole-5-carboxylic acid